((2R,3S,4R,5R)-5-(4-aminopyrrolo[2,1-f][1,2,4]triazin-7-yl)-5-cyano-3,4-dihydroxytetrahydrofuran-2-yl)methyl ((1-methylcyclopentyl)methyl) carbonate C(OC[C@H]1O[C@@]([C@@H]([C@@H]1O)O)(C#N)C1=CC=C2C(=NC=NN21)N)(OCC2(CCCC2)C)=O